BrC=1C=C(C(=O)N([C@H](CN2CCCCC2)C(C)C)C)C=CC1 (S)-3-Bromo-N-methyl-N-(3-methyl-1-(piperidin-1-yl)butan-2-yl)benzamide